4-[6-[[4-(cyclopropylmethyl)piperazin-1-yl]methyl]-2-(5-fluoro-1H-indol-4-yl)thieno[3,2-d]pyrimidin-4-yl]morpholine C1(CC1)CN1CCN(CC1)CC1=CC=2N=C(N=C(C2S1)N1CCOCC1)C1=C2C=CNC2=CC=C1F